5-(4-fluorophenyl)-2-(2-pentyn-1-yl)-2H-tetrazole FC1=CC=C(C=C1)C=1N=NN(N1)CC#CCC